C1(=CC=CC=C1)[C@@H]1[C@@H](C1)N Cis-2-phenylcyclopropanamine